ClC1=C2C(N(C(NC2=C(C=C1)S(=O)(=O)C1=CC(=C2C=CN(C2=C1)CCC1CCCC1)F)=O)O)=O 5-chloro-8-((1-(2-cyclopentylethyl)-4-fluoro-1H-indol-6-yl)sulfonyl)-3-hydroxyquinazoline-2,4(1H,3H)-dione